1-tetradecanoyl-2-(9Z-octadecenoyl)-glycero-3-phosphoserine CCCCCCCCCCCCCC(=O)OC[C@H](COP(=O)(O)OC[C@@H](C(=O)O)N)OC(=O)CCCCCCC/C=C\CCCCCCCC